[N+](#[C-])CS(=O)(=O)C1=CC=C(C=C1)C 1-(isocyanomethanesulfonyl)-4-methylbenzene